1-(2-(pyridin-3-yl)benzo[d]oxazol-5-yl)-3-(3-(trifluoromethyl)phenyl)urea N1=CC(=CC=C1)C=1OC2=C(N1)C=C(C=C2)NC(=O)NC2=CC(=CC=C2)C(F)(F)F